FC1(C2(C([C@](N(C1)CC2(F)F)(COC)CO)=O)C)F (1S,2R,4S)-5,5,8,8-tetrafluoro-2-(hydroxymethyl)-2-(methoxymethyl)-4-methylquinuclidin-3-one